N(=NN1C=NN=C1)N1C=NN=C1 4,4'-azobis(1,2,4-triazole)